chromeno[2,3-c]pyridin-2-ium iodide [I-].C1=[NH+]C=CC2=C1OC1=CC=CC=C1C2